FC1=[N+](C=CC=C1)C 2-fluoro-1-methyl-pyridinium